trans-hexene C=CCCCC